rel-4-ethyl-3-(3-fluoro-6-methyl-2-{[(1r,4r)-4-(trifluoromethyl)cyclohexyl]oxy}pyridin-4-yl)-1H,4H,5H-pyrrolo[3,2-b]pyridin-5-one C(C)N1C2=C(C=CC1=O)NC=C2C2=C(C(=NC(=C2)C)OC2CCC(CC2)C(F)(F)F)F